C(C1=CC=CC=C1)N1CC(C2(C1CN(CC2)C(=O)OC(C)(C)C)C(=O)OCC)=O 6-tert-butyl 3a-ethyl 1-benzyl-3-oxohexahydro-1H-pyrrolo[2,3-c]pyridine-3a,6(2H)-dicarboxylate